COC1=C(C(=CC=C1)OC1OCCCC1)C(\C=C\C1=CC=C(C=C1)C)=O (E)-1-[2-Methoxy-6-(oxan-2-yloxy)phenyl]-3-(4-methylphenyl)prop-2-en-1-one